ClC1=CC(=C(C(=O)NC=2C=CC(=NC2)C(=O)O)C=C1Cl)OC1=C(C=C(C=C1)F)F 5-(4,5-dichloro-2-(2,4-difluorophenoxy)benzoylamino)picolinic acid